1-(4-[8-oxa-3-azabicyclo[3.2.1]octan-3-yl]phenyl)methanamine C12CN(CC(CC1)O2)C2=CC=C(C=C2)CN